2,6-Dichlorobenzaldehyde oxime ClC1=C(C=NO)C(=CC=C1)Cl